17-fluoro-5-(4-(2-hydroxyethyl)piperazin-1-yl)-7,11-dioxa-20,23,24-triazapentacyclo[17.5.2.12,6.013,18.022,25]heptacosa-1(24),2(27),3,5,13,15,17,19,21,25-decaene FC=1C=CC=C2COCCCOC3=C(C=CC(C4=NNC5=CN=C(C12)C=C45)=C3)N3CCN(CC3)CCO